C(C)=C1C2C3CC4=CC(=CC=C4OC3C(C1)C2)OC 2-ethylidene-7-methoxy-2,3,4,4a,9,9a-hexahydro-1H-1,4-methanoxanthene